(2S)-2-[9H-fluoren-9-ylmethoxycarbonylamino]-3-(4-fluorophenyl)propionic acid C1=CC=CC=2C3=CC=CC=C3C(C12)COC(=O)N[C@H](C(=O)O)CC1=CC=C(C=C1)F